Methyl (1S,3S)-3-((6-(5-(((3-butyl-1,2,4-oxadiazol-5-yl)amino)methyl)-1-methyl-1H-1,2,3-triazol-4-yl)-2-methylpyridin-3-yl)oxy)cyclohexane-1-carboxylate C(CCC)C1=NOC(=N1)NCC1=C(N=NN1C)C1=CC=C(C(=N1)C)O[C@@H]1C[C@H](CCC1)C(=O)OC